rac-6-(1-isopropyl-1H-pyrazol-3-yl)-4-(3-methoxypiperidin-1-yl)-2-(1-methyl-1H-imidazol-2-yl)-5-phenylthieno[2,3-d]pyrimidine C(C)(C)N1N=C(C=C1)C1=C(C2=C(N=C(N=C2N2C[C@@H](CCC2)OC)C=2N(C=CN2)C)S1)C1=CC=CC=C1 |r|